2-PYRROLIDIN-1-YLPYRIDINE-3-BORONIC ACID HYDROCHLORIDE Cl.N1(CCCC1)C1=NC=CC=C1B(O)O